2-(2-Chloro-5-(2-hydroxypropan-2-yl)-8-oxothieno[2',3':4,5]pyrrolo[1,2-d][1,2,4]triazin-7(8H)-yl)-N-(3-methyl-1H-indazol-6-yl)acetamid ClC1=CC2=C(C=C3N2C(=NN(C3=O)CC(=O)NC3=CC=C2C(=NNC2=C3)C)C(C)(C)O)S1